ethanetetrathiol C(CS)(S)(S)S